(2-((2-(aminomethyl)phenyl)thio)phenyl)methanol NCC1=C(C=CC=C1)SC1=C(C=CC=C1)CO